((1s,4S)-4-methoxy-4-(trifluoromethyl)cyclohexyl)-4-(5-(6-methylpyrimidin-4-yl)-1H-pyrazole-3-carbonyl)-4-azaspiro[2.5]octane-7-carboxamide COC1(CCC(CC1)C1CC12N(CCC(C2)C(=O)N)C(=O)C2=NNC(=C2)C2=NC=NC(=C2)C)C(F)(F)F